(1,3-bis(2,4,6-trimethylphenyl)-2-imidazolidinylidene)dichloro(benzene) CC1=C(C(=CC(=C1)C)C)N1C(N(CC1)C1=C(C=C(C=C1C)C)C)=C1C(C(=CC=C1)Cl)Cl